C1=C(C=CC2=CC=CC=C12)C1=C(C=C(C=C1)C1=CC(=C(C=C1)C1=CC2=CC=CC=C2C=C1)C1=NC(=NC(=N1)C1=CC=CC=C1)C1=CC=CC=C1)C1=NC(=NC(=N1)C1=CC=CC=C1)C1=CC=CC=C1 6,6'-(4,4'-di(naphthalen-2-yl)-[1,1'-biphenyl]-3,3'-diyl)bis(2,4-diphenyl-1,3,5-triazine)